1H-indazol-5-ylpyridin-3-yl-3-methylbutanamide N1N=CC2=CC(=CC=C12)C(C(=O)N)(C(C)C)C=1C=NC=CC1